C1(CC1)C1=C(C(=NO1)C1=C(C=CC=C1Cl)Cl)C1(CC2(C1)CCC(CC2)OC=2SC1=C(N2)C(=CC(=C1)C(=O)O)F)O ((2-(5-cyclopropyl-3-(2,6-dichlorophenyl)isoxazol-4-yl)-2-hydroxy-spiro[3.5]non-7-yl)oxy)-4-fluoro-benzo[d]thiazole-6-carboxylic acid